CC(CO)CCCC1CCCCC1 2-Methyl-5-cyclohexylpentanol